5-bromo-7-chloro-2-((2-(trimethylsilyl)ethoxy)methyl)phthalazin-1(2H)-one BrC1=C2C=NN(C(C2=CC(=C1)Cl)=O)COCC[Si](C)(C)C